Bis(2,4-di-tert-butyl-6-methylphenyl)methyl phosphite P(OC(C1=C(C=C(C=C1C)C(C)(C)C)C(C)(C)C)C1=C(C=C(C=C1C)C(C)(C)C)C(C)(C)C)([O-])[O-]